The molecule is the dipeptide obtained by condensation of N-benzoyl-L-tyrosine with 4-aminobenzoic acid. Used as a noninvasive screening test for exocrine pancreatic insufficiency and to monitor the adequacy of supplemental pancreatic therapy, it is given by mouth: the amount of 4-aminobenzoic acid and its metabolites excreted in the urine is taken as a measure of the chymotrypsin-secreting activity of the pancreas. It has a role as a diagnostic agent, an indicator and a reagent. C1=CC=C(C=C1)C(=O)N[C@@H](CC2=CC=C(C=C2)O)C(=O)NC3=CC=C(C=C3)C(=O)O